C(C)(=O)OC1=CC=C(C=C1)C(C)O (4-acetoxyphenyl)-ethanol